FC=1C(NC(N(C1)[C@@H]1O[C@](CC1)(C)CO)=O)=O 5-fluoro-1-((2R,5S)-5-(hydroxymethyl)-5-methyltetrahydrofuran-2-yl)pyrimidine-2,4(1H,3H)-dione